C(C)[C@H](C(C)(C)O)NC(OC(C)(C)C)=O tert-butyl N-[(1R)-1-ethyl-2-hydroxy-2-methyl-propyl]carbamate